1-[4-(4-propylphenyl)phenyl]ethanone C(CC)C1=CC=C(C=C1)C1=CC=C(C=C1)C(C)=O